dimethyl (methylphosphonate) CP(OC)(OC)=O